C(C)(C)(C)OC(=O)N1C(C[C@H](C1)O)C1=C(C=CC(=C1)F)O (4R)-2-(5-fluoro-2-hydroxyphenyl)-4-hydroxypyrrolidine-1-carboxylic acid tert-butyl ester